tert-butyl ((1R,3S)-3-((4-methoxybenzyl)carbamoyl)cyclohexyl)carbamate COC1=CC=C(CNC(=O)[C@@H]2C[C@@H](CCC2)NC(OC(C)(C)C)=O)C=C1